NC1(C=2NC(C=3SC(=CC3C2COC1)C=1C=NNC1)=O)C 10-amino-10-methyl-4-(1H-pyrazol-4-yl)-12-oxa-5-thia-8-azatricyclo[7.4.0.02,6]Tridec-1(9),2(6),3-trien-7-one